6,10,14-trimethyl-pentadec-5,9,13-trien-2-one CC(=CCCC(C)=O)CCC=C(CCC=C(C)C)C